COC([C@@H](NC(=O)C1=CN=C2N1C=C(C=C2)C=2C=CC1=C(N=C(O1)N)C2)C)=O (6-(2-aminobenzo[d]oxazol-5-yl)imidazo[1,2-a]pyridine-3-carbonyl)-L-alanine methyl ester